NC1=NC=C(C=N1)C#CC1=CC(=C2CN(C(C2=C1)=O)C(CC#CC#CC=1C=CNC1)C1=C(C=CC(=C1)F)F)F 4-(6-(6-((2-Aminopyrimidin-5-yl)ethynyl)-4-fluoro-1-oxoisoindolin-2-yl)-6-(2,5-difluorophenyl)hex-1,3-diyn-1-yl)-1H-pyrrole